tetramethyl-p-hydroxypiperidine CC1C(N(CCC1O)C)(C)C